C1(=C(C=CC=C1)C1(CC1)C1=NOC(=N1)C1=CC(=NN1CCC(=O)N)C(F)(F)F)C 3-(5-(3-(1-(o-tolyl)cyclopropyl)-1,2,4-oxadiazol-5-yl)-3-(trifluoromethyl)-1H-pyrazol-1-yl)propanamide